C(C)(C)(C)OC(=O)N1CCN(CC1)CC1=CC=2C(C3=CC=C(C=C3N(C2C=C1)C(=O)OC(C)(C)C)Cl)(C)C tert-butyl 2-((4-(tert-butoxycarbonyl)piperazin-1-yl)methyl)-6-chloro-9,9-dimethylacridine-10(9H)-carboxylate